3-ethoxy-2-(2,3,4,5-tetrafluorobenzoyl)acrylic acid ethyl ester C(C)OC(C(=COCC)C(C1=C(C(=C(C(=C1)F)F)F)F)=O)=O